N5-((1R,5S,6r)-3-Oxabicyclo[3.1.0]hexan-6-yl)-1-((R)-2-((tert-butyldimethylsilyl)oxy)-1-phenylethyl)-N3-methyl-1H-pyrazole-3,5-dicarboxamide [C@H]12COC[C@@H]2C1NC(=O)C1=CC(=NN1[C@@H](CO[Si](C)(C)C(C)(C)C)C1=CC=CC=C1)C(=O)NC